C1(C(CC)O1)=O α-butyrolacton